C(CC(=O)OP(=O)(O)O)[C@@H](C(=O)O)N The molecule is a gamma-glutamyl phosphate. It has a role as an Escherichia coli metabolite and a mouse metabolite. It is a conjugate acid of a L-gamma-glutamyl phosphate(2-). It is an enantiomer of a D-gamma-glutamyl phosphate.